6-tert-butyl-9-[1-(3-hydroxypropyl)-1H-pyrazol-4-yl]-10-methoxy-2-oxo-6,7-dihydro-2H-pyrido[2,1-a]isoquinoline-3-carboxylic acid C(C)(C)(C)C1N2C(C3=CC(=C(C=C3C1)C=1C=NN(C1)CCCO)OC)=CC(C(=C2)C(=O)O)=O